NC(C(O)C=1C(=C(C(=NC1C)Cl)C(=O)OCC)OCC1=CC=CC=C1)=O ethyl 5-(2-amino-1-hydroxy-2-oxo-ethyl)-4-benzyloxy-2-chloro-6-methyl-pyridine-3-carboxylate